methyl 3-(benzhydrylideneamino)-5-(trifluoromethyl)pyridine-2-carboxylate C(C1=CC=CC=C1)(C1=CC=CC=C1)=NC=1C(=NC=C(C1)C(F)(F)F)C(=O)OC